Deoxyribose C(C=O)[C@@H]([C@@H](CO)O)O